(S)-2-(1H-benzo[d]imidazol-2-yl)-4-(tert-butyl)-4,5-dihydro-oxazole N1C(=NC2=C1C=CC=C2)C=2OC[C@@H](N2)C(C)(C)C